(R)-1-mercapto-3-(2-oxa-7-azaspiro[3.5]nonan-7-yl)propan-2-ol SC[C@@H](CN1CCC2(COC2)CC1)O